[2-(3-FLUORO-5-METHANE-SULFONYL-PHENOXY)ETHYL](PROPYL)AMINE FC=1C=C(OCCNCCC)C=C(C1)S(=O)(=O)C